3-Hydroxy-2-pyrrolidone OC1C(NCC1)=O